C(C)OC1=CC(=NC=C1C#N)[C@H](C)N1C(C2=CC(=CC(=C2CC1)C1=C(C(=NC=C1)F)C)CCN(C)CC)=O (S)-4-ethoxy-6-(1-(7-(2-(ethyl(methyl)amino)ethyl)-5-(2-fluoro-3-methylpyridin-4-yl)-1-oxo-3,4-dihydroisoquinolin-2(1H)-yl)ethyl)nicotinonitrile